methyl 3-benzyl-3,4-dihydrophthalazine-6-carboxylate C(C1=CC=CC=C1)N1N=CC2=CC=C(C=C2C1)C(=O)OC